2-Propylguanine C(CC)C1(NC(C2=NC=NC2=N1)=O)N